1-methyl-6-(trifluoromethyl)piperidin-3-amine CN1CC(CCC1C(F)(F)F)N